1-(3-(methylcarbamoyl)cyclobutyl)-N-(3-(4-phenylpiperazin-1-yl)propyl)-2-(3,4,5-trimethoxyphenyl)-1H-benzo[d]imidazole-6-carboxamide CNC(=O)C1CC(C1)N1C(=NC2=C1C=C(C=C2)C(=O)NCCCN2CCN(CC2)C2=CC=CC=C2)C2=CC(=C(C(=C2)OC)OC)OC